C(CCC)N1C(N(C(C(C1=O)=C(N)N)=O)C1CCC2(CC3(C(N(C(N3CCO)=O)C)=O)C2)CC1)=O Butyl-5-(diaminomethylene)-3-((5S,7s,10S)-1-(2-hydroxyethyl)-3-methyl-2,4-dioxo-1,3-diazadispiro[4.1.57.15]tridecan-10-yl)pyrimidine-2,4,6(1H,3H,5H)-trione